N1-(6-Bromopyridin-3-yl)-N3,N3-diethyl-N1-methylpropane-1,3-diamine BrC1=CC=C(C=N1)N(CCCN(CC)CC)C